BrC1=C(C(=CC(=C1)F)F)Br 1,2-dibromo-3,5-difluoro-benzene